C(C)OC=1C=C(C=O)C=CC1OCCC=C(CCC1=CC=C(C=C1)OC)C 3-ethoxy-4-((6-(4-methoxyphenyl)-4-methyl-hex-3-en-1-yl)oxy)benzaldehyde